N-[1-(6-cyclopropyl-2-methyl-3-pyridyl)azetidin-3-yl]-3,4-dimethyl-pyrimido[4',5':4,5]thieno[2,3-c]pyridazin-8-amine C1(CC1)C1=CC=C(C(=N1)C)N1CC(C1)NC1=NC=NC2=C1SC=1N=NC(=C(C12)C)C